C(C)OCCN(CCC(C(=O)O)NC(C1=C(C=CC=C1)S(=O)(=O)O)=O)CCCCC1=NC=2NCCCC2C=C1 4-[2-ethoxyethyl-[4-(5,6,7,8-tetrahydro-1,8-naphthyridin-2-yl)butyl]amino]-2-[(2-hydroxysulfonylbenzoyl)amino]butanoic acid